C1(CC1)C=1C=NN2C1N=C(C=C2)C2=CNC=1N=C(N=CC12)NC 5-(3-cyclopropylpyrazolo[1,5-a]pyrimidin-5-yl)-N-methyl-7H-pyrrolo[2,3-d]pyrimidin-2-amine